pyridine-2-carboxylic acid-2-d N1C(C=CC=C1)(C(=O)O)[2H]